ClC1=NC=C(C(=N1)NC1=C(C(=O)NC)C=CC=C1)C(F)(F)F 2-((2-Chloro-5-(trifluoromethyl)pyrimidin-4-yl)amino)-N-methylbenzamide